NC(C(=O)NCSCCC1=C(C=C(C=C1)[N+](=O)[O-])Cl)=C (2S)-2-amino-N-([[2-(2-chloro-4-nitrophenyl)ethyl]sulfanyl]-methyl)propenamide